4-(2-(pyridin-3-yl)-1H-indol-5-yl)quinoline N1=CC(=CC=C1)C=1NC2=CC=C(C=C2C1)C1=CC=NC2=CC=CC=C12